C(N)(OC1=CC=C(C=C1)CCl)=O (4-(chloromethyl) phenyl) carbamate